C(CCCCCCCCCCCCCCC)C hexadecyl-methane